[Pb].NC1=NC2=C(C=CC=C2C=C1)O 2-amino-8-hydroxyquinoline lead salt